FC1(C(C(C(C1)F)(F)F)(F)F)F 1,1,2,2,3,3,4-Heptafluorocyclopentane